[Si](C)(C)(C(C)(C)C)OCC1=C(C(=NC=C1)NC(OC(C)(C)C)=O)F tert-butyl N-(4-{[(tert-butyldimethylsilyl)oxy]methyl}-3-fluoropyridin-2-yl)carbamate